OCC=1N=CNC1C(=O)OC methyl 4-(hydroxymethyl)-1H-imidazole-5-carboxylate